Methyl 3-butyl-2-(4-methoxybenzyl)-3-methyl-7-(methylthio)-5-phenyl-2,3,4,5-tetrahydro-1,2,5-benzothiadiazepine-8-carboxylate 1,1-dioxide C(CCC)C1(N(S(C2=C(N(C1)C1=CC=CC=C1)C=C(C(=C2)C(=O)OC)SC)(=O)=O)CC2=CC=C(C=C2)OC)C